(1s,4s)-4-(8-(2,6-dichlorophenylamino)-2-(1-(methylsulfonyl)piperidin-4-ylamino)-9H-purin-9-yl)cyclohexanecarboxamide ClC1=C(C(=CC=C1)Cl)NC=1N(C2=NC(=NC=C2N1)NC1CCN(CC1)S(=O)(=O)C)C1CCC(CC1)C(=O)N